diphenol dibenzoate C(C1=CC=CC=C1)(=O)O.C(C1=CC=CC=C1)(=O)O.C1(=CC=CC=C1)O.C1(=CC=CC=C1)O